FC1=C(CC2CCC3(CN(C3)C(=O)C3CC(C3)(C)O)CC2)C=CC=C1C (7-(2-fluoro-3-methylbenzyl)-2-azaspiro[3.5]non-2-yl)((1s,3s)-3-hydroxy-3-methylcyclobutyl)methanone